NC[C@H]1CN(CC1)C1=CC=C(C=N1)C=1C=2N(C=C(C1)OCC)N=CC2C#N (S)-4-(6-(3-(aminomethyl)pyrrolidin-1-yl)pyridin-3-yl)-6-ethoxypyrazolo[1,5-a]pyridine-3-carbonitrile